O1CC[C@H](C2=CC=CC=C12)NC(=O)[C@@H]1CC[C@H]2N1C([C@H](CN(CC2)C(=O)C2(COC2)O)NC(OC(C)(C)C)=O)=O tert-butyl ((5S,8S,10aR)-8-(((R)-chroman-4-yl)carbamoyl)-3-(3-hydroxyoxetane-3-carbonyl)-6-oxodecahydropyrrolo[1,2-a][1,5]diazocin-5-yl)carbamate